ClC=1C(=CC2=C(NC(=N2)SC)C1)OC1=C(C(=CC=C1)Cl)Cl 6-chloro-5-(2,3-dichlorophenoxy)-2-methylsulfanyl-1H-benzimidazole